ClC=1C=CC=2N(C1)C(=CN2)C2=NC=CC(=N2)N2[C@H]([C@H](N(CC2)C2CC2)C(=O)N)C (2S,3S)-4-(2-(6-chloroimidazo[1,2-a]pyridin-3-yl)pyrimidin-4-yl)-1-cyclopropyl-3-methylpiperazine-2-carboxamide